N(=O)C1=C(C=C(C(=C1)C)N=O)C(C)C 2,5-dinitroso-p-cymene